OC(CC(=O)[O-])CCC 3-hydroxyhexaNoate